lithium iron chloride tetrahydrate O.O.O.O.[Fe](Cl)Cl.[Li]